2-isopropyl-7-methoxy-6-nitro-1,2,3,4-tetrahydroisoquinoline C(C)(C)N1CC2=CC(=C(C=C2CC1)[N+](=O)[O-])OC